FC1(CCC(CC1)C=1C=2N(N=C(C1)[C@@H]1C[C@@H](OCC1)C1=CN(C(C=C1)=O)C)C(C(=C(N2)C)C)=O)F |r| 9-(4,4-difluorocyclohexyl)-7-[rac-(2R,4S)-2-(6-keto-1-methyl-3-pyridyl)tetrahydropyran-4-yl]-2,3-dimethyl-pyrimido[1,2-b]pyridazin-4-one